CN1N=C(N=N1)C1=CC=C(C=N1)CCN 2-(6-(2-methyl-2H-tetrazol-5-yl)pyridin-3-yl)ethanamine